C(\C=C(\C)/CC\C=C(/C)\CCC=C(C)C)CC(C)=O Z,E-farnesylacetone